bis[(3,4-epoxycyclohexyl) methyl]Adipate C1(CC2C(CC1)O2)COC(CCCCC(=O)OCC2CC1C(CC2)O1)=O